NC=1C2=C(N(C(N1)=O)[C@H]1COCCC1)N=C(C=C2)C2CC2 4-amino-7-cyclopropyl-1-[(3R)-oxacyclohex-3-yl]pyrido[2,3-d]pyrimidin-2-one